(1R,3aR,6aS)-2-(9-acetamido-9H-fluorene-9-carbonyl)-N-((S)-4-hydroxy-3-oxo-1-((S)-2-oxopyrrolidin-3-yl)butan-2-yl)octahydrocyclopenta[c]pyrrole-1-carboxamide C(C)(=O)NC1(C2=CC=CC=C2C=2C=CC=CC12)C(=O)N1[C@H]([C@@H]2[C@H](C1)CCC2)C(=O)N[C@@H](C[C@H]2C(NCC2)=O)C(CO)=O